(S)-8-(3-aminopiperidin-1-yl)-7-(but-2-yn-1-yl)-1-((5-fluorobenzo[d]thiazol-2-yl)methyl)-3-methyl-3,7-dihydro-1H-purine-2,6-dione N[C@@H]1CN(CCC1)C1=NC=2N(C(N(C(C2N1CC#CC)=O)CC=1SC2=C(N1)C=C(C=C2)F)=O)C